(1R,3S,5R)-2-(2-(3-acetyl-5-(2-(hydroxymethyl)pyrimidin-5-yl)-1H-indazol-1-yl)acetyl)-N-(6-bromo-3-cyclopropylpyridin-2-yl)-5-methyl-2-azabicyclo[3.1.0]hexane-3-carboxamide C(C)(=O)C1=NN(C2=CC=C(C=C12)C=1C=NC(=NC1)CO)CC(=O)N1[C@@H]2C[C@@]2(C[C@H]1C(=O)NC1=NC(=CC=C1C1CC1)Br)C